1-(4-hydroxy-2-(5-(p-tolyl)-1H-imidazol-2-yl)piperidin-1-yl)-2-(methylsulfinyl)propan-1-one OC1CC(N(CC1)C(C(C)S(=O)C)=O)C=1NC(=CN1)C1=CC=C(C=C1)C